bis(tetrahydronaphthalene) chromium [Cr].C1CCCC2=CC=CC=C12.C1CCCC2=CC=CC=C12